C(C)(C)(C)OC1=NC(=CC(=C1)C1=CC(=NC=C1)NC1=NC(=NC=C1)C)Cl N-[4-(2-tert-butoxy-6-chloro-4-pyridinyl)-2-pyridinyl]2-methyl-pyrimidin-4-amine